ClC1=CC(=C(C=N1)C1=NC=C(C=C1F)CN1CC(C(C1)(C)C)O)N[C@@H](C)CCO 1-((6'-Chloro-3-fluoro-4'-(((S)-4-hydroxybutan-2-yl)amino)-[2,3'-bipyridin]-5-yl)methyl)-4,4-dimethylpyrrolidin-3-ol